C(C)(C)C1=CC=C(C=C1)NN (4-isopropylphenyl)hydrazine